The molecule is an aromatic ether, a member of chlorobenzenes and a C-nitro compound. It has a role as an EC 1.3.3.4 (protoporphyrinogen oxidase) inhibitor and a herbicide. C1=CC(=CC=C1[N+](=O)[O-])OC2=C(C=C(C=C2Cl)Cl)Cl